lithium cobalt molybdenum oxide [Mo]=O.[Co].[Li]